tert-butyl ((3aR,5s,6aS)-2,2-dioxidohexahydro-1H-cyclopenta[c]thiophen-5-yl)carbamate O=S1(C[C@@H]2[C@H](C1)CC(C2)NC(OC(C)(C)C)=O)=O